IC=1C=2N(C(=NC1C)N1CCC3(CC1)[C@@H](C1=CC=CC=C1C3)N[S@](=O)C(C)(C)C)C=CN2 (R)-N-((S)-1'-(8-iodo-7-methylimidazo[1,2-c]pyrimidin-5-yl)-1,3-dihydrospiro[inden-2,4'-piperidin]-1-yl)-2-methylpropan-2-sulfinamide